(S)-2-(Benzo[d]thiazol-2-carboxamido)-N1-(1-(2-((1S,2R,4R)-bicyclo[2.2.1]heptan-2-ylamino)-2-oxoethyl)-2-oxo-1,2-dihydropyridin-3-yl)-N6-cyclopentyl-5-oxohexandiamid S1C(=NC2=C1C=CC=C2)C(=O)N[C@H](C(=O)NC=2C(N(C=CC2)CC(=O)N[C@H]2[C@H]1CC[C@@H](C2)C1)=O)CCC(C(=O)NC1CCCC1)=O